C12(CC3CC(CC(C1)C3)C2)C2=CC(=CC=3C1=C(B(OC32)OC(C)C)C=CC=C1)C(C)(C)CC 4-(adamantan-1-yl)-6-isopropoxy-2-(tert-pentyl)-6H-dibenzo[c,e][1,2]oxaborinine